C(#N)C=1N=CC(=NC1)NC1=CC(=C(N=N1)C1=CC=C(C=C1)F)NCC1CCN(CC1)C(=O)OC(C)(C)C tert-butyl 4-((6-(5-cyanopyrazin-2-ylamino)-3-(4-fluorophenyl)pyridazin-4-ylamino)methyl)piperidine-1-carboxylate